6-(diethylamino)-[2,3'-bipyridin]-3-ol C(C)N(C1=CC=C(C(=N1)C=1C=NC=CC1)O)CC